COC1=CC=C(C=C1)C12CN(CC2(C1)COC=1C=C2C(NCC2=CC1)=O)C(=O)OC(C)(C)C (+/-)-tert-butyl 1-(4-methoxyphenyl)-5-{[(3-oxoisoindolin-5-yl)oxy]methyl}-3-azabicyclo[3.1.0]hexane-3-carboxylate